O[C@@H]1[C@@H](CC12CCN(CC2)C(=O)C2(CC2)C#N)[C@@H]2N1C(C3=CC=CC=C23)=CN=C1 1-((1R,2S)-1-hydroxy-2-((S)-5H-imidazo[5,1-a]isoindol-5-yl)-7-azaspiro[3.5]nonane-7-carbonyl)cyclopropane-1-carbonitrile